2-(trifluoromethyl)-5-(3-(trifluoromethoxy)phenyl)-N-(3-(2,2-difluoropropyl)-1,2,4-thiadiazol-5-yl)furan-3-carboxamide FC(C=1OC(=CC1C(=O)NC1=NC(=NS1)CC(C)(F)F)C1=CC(=CC=C1)OC(F)(F)F)(F)F